3-amino-6-bromo-4-[7-chloro-2-(oxan-2-yl)indazol-4-yl]-7-methyl-1-(2-trimethylsilylethoxymethyl)-1,8-naphthyridin-2-one NC=1C(N(C2=NC(=C(C=C2C1C=1C2=CN(N=C2C(=CC1)Cl)C1OCCCC1)Br)C)COCC[Si](C)(C)C)=O